9-(pyridin-2-yl)-6-oxaspiro[4.5]dec-8-ene-8-carboxylic acid methyl ester COC(=O)C=1COC2(CCCC2)CC1C1=NC=CC=C1